5-(2-methoxyethoxy)-4'-((6-(methylsulfonyl)pyridin-2-yl)amino)-[2,3'-bipyridin-6'-yl]acetamide bis(4-acryloxyphenyl)carbonate C(C=C)(=O)OC1=CC=C(C=C1)OC(OC1=CC=C(C=C1)OC(C=C)=O)=O.COCCOC=1C=CC(=NC1)C=1C=NC(=CC1NC1=NC(=CC=C1)S(=O)(=O)C)CC(=O)N